N-cyclohexyl-1,1,1-trifluoromethylmethanesulfonamide C1(CCCCC1)NS(=O)(=O)C(CF)(CF)CF